(R)-4-((1-(3-(difluoromethyl)-2-fluorophenyl)ethyl)amino)-6-(2-methoxypyridin-4-yl)-1-methylpyrido[3,4-d]pyridazin-7(6H)-one FC(C=1C(=C(C=CC1)[C@@H](C)NC1=NN=C(C=2C1=CN(C(C2)=O)C2=CC(=NC=C2)OC)C)F)F